NC1=NC2=C(C=3C=C(C=NC13)CCC1=C(C=C(OCC=3C=C(C=CC3)P(O)(O)=O)C=C1)C)C=CC(=C2)C 3-((4-(2-(5-amino-8-methylbenzo[f][1,7]naphthyridin-2-yl)ethyl)-3-methylphenoxy)methyl)phenylphosphonic acid